C(C)(=O)C=1C=C2C=CC=C(C2=CC1)C#N 6-acetyl-1-naphthalonitrile